ClC=1C=C(CNC([C@@H](CC(C)C)NC(OC(C)(C)C)=O)=O)C=CC1Cl (R)-tert-butyl (1-((3,4-dichlorobenzyl)amino)-4-methyl-1-oxopentan-2-yl)carbamate